Ytterbium-holmium disilicate [Si]([O-])([O-])([O-])[O-].[Si]([O-])([O-])(O)O.[Ho+3].[Yb+3]